C1NCC12CCC(CC2)NC=2N=CC1=C(N2)N(C(C(=C1)C1=CC(=C(C=C1)NS(=O)(=O)CCC(F)(F)F)F)=O)C(C)C N-(4-(2-((2-Azaspiro[3.5]nonan-7-yl)amino)-8-isopropyl-7-oxo-7,8-dihydropyrido[2,3-d]pyrimidin-6-yl)-2-fluorophenyl)-3,3,3-trifluoropropane-1-sulfonamide